(2R)-N-[2-(1-benzylpiperidin-4-yl)ethyl]-4-[4-cyano-3-(trifluoromethyl)phenyl]-2-methylpiperazine-1-carboxamide C(C1=CC=CC=C1)N1CCC(CC1)CCNC(=O)N1[C@@H](CN(CC1)C1=CC(=C(C=C1)C#N)C(F)(F)F)C